CN(C(C(F)(F)F)C1=CC=C(C=C1)S(=O)(N)=NC(NC1=C2CCCC2=CC=2CCCC12)=O)C 4-(1-(Dimethylamino)-2,2,2-trifluoroethyl)-N'-((1,2,3,5,6,7-hexahydro-s-indacen-4-yl)carbamoyl)benzenesulfonimidamide